CC=1C(=NC(=NC1)N)N 5-methyl-pyrimidine-2,4-diamine